methyl 5-cyclopropyl-4-(((1-(3,4-dichlorobenzyl)-3-fluoroazetidin-3-yl) methoxy) methyl)-2-fluorobenzoate C1(CC1)C=1C(=CC(=C(C(=O)OC)C1)F)COCC1(CN(C1)CC1=CC(=C(C=C1)Cl)Cl)F